CC1=C(C=NC(=C1)C(F)(F)F)S(=O)(=O)N1CCC2(CCN(C2)C2CCOCC2)CC1 8-((4-Methyl-6-(trifluoromethyl)pyridin-3-yl)sulfonyl)-2-(tetrahydro-2H-pyran-4-yl)-2,8-diazaspiro[4.5]decane